C(C)(C)(C)OC(=O)N1C(CCCC1)CSC1=CC(=NN1C)C (((1,3-dimethyl-1H-pyrazol-5-yl)thio)methyl)piperidine-1-carboxylic acid tert-butyl ester